3,3-Dimethoxypropionitrile COC(CC#N)OC